(S)-N-(4-(4-amino-1-methyl-7-(1-(2,2,2-trifluoroethyl)-1H-pyrazol-4-yl)-1H-pyrazolo[4,3-c]pyridin-3-yl)-2-(1-(4-fluorophenyl)ethoxy)phenyl)-1,1-difluoromethanesulfonamide NC1=NC=C(C2=C1C(=NN2C)C2=CC(=C(C=C2)NS(=O)(=O)C(F)F)O[C@@H](C)C2=CC=C(C=C2)F)C=2C=NN(C2)CC(F)(F)F